7-fluoro-3-hydroxynaphthalene FC1=CC=C2C=C(C=CC2=C1)O